(R)-5-amino-N-((5-(1-methyl-1H-1,2,4-triazol-5-yl)pyridin-2-yl)methyl)-N-(5,6,7,8-tetrahydroquinolin-8-yl)-6,8-dihydro-1H-furo[3,4-d]pyrrolo[3,2-b]pyridine-2-carboxamide NC1=C2C(=C3C(=N1)C=C(N3)C(=O)N([C@@H]3CCCC=1C=CC=NC31)CC3=NC=C(C=C3)C3=NC=NN3C)COC2